1-(5-chloro-6-(4,4-difluoropiperidin-1-yl)pyridin-3-yl)-3-(5-fluoro-1H-pyrrolo[2,3-b]pyridin-3-yl)urea ClC=1C=C(C=NC1N1CCC(CC1)(F)F)NC(=O)NC1=CNC2=NC=C(C=C21)F